N5-(3-(4-amino-2-fluorophenyl)propyl)-2-(furan-2-yl)-[1,2,4]triazolo[1,5-a]pyrimidine-5,7-diamine NC1=CC(=C(C=C1)CCCNC1=NC=2N(C(=C1)N)N=C(N2)C=2OC=CC2)F